t-butyl 4-[3-[(2,6-dioxo-3-piperidyl)-methyl-amino]phenyl]piperazine-1-carboxylate O=C1NC(CCC1N(C=1C=C(C=CC1)N1CCN(CC1)C(=O)OC(C)(C)C)C)=O